C1(=CC=CC=C1)C1=NN=C(S1)CNC(=O)C=1N=NN2C1C=CC=C2 N-((5-phenyl-1,3,4-thiadiazol-2-yl)methyl)-[1,2,3]triazolo[1,5-a]pyridine-3-carboxamide